C(C)OC(=O)C=1C(NN=C(C1)C1=C(C=C(C=C1)Cl)F)=O 6-(4-chloro-2-fluorophenyl)-3-oxo-2,3-dihydropyridazine-4-carboxylic acid ethyl ester